C(CCCCC)OP(=O)(OCCCCCC)OCCCCCC Tri-n-Hexylphosphat